2,2',4,5'-Tetrabromobiphenyl BrC1=C(C=CC(=C1)Br)C1=C(C=CC(=C1)Br)Br